BrC=1C=CC(=NC1)OCCN(C)C 2-((5-Bromopyridin-2-yl)oxy)-N,N-dimethylethan-1-amine